O=C([C@H](O)[C@@H](O)[C@H](O)CO)[O-].[Na+] sodium xylonate